(S)-N-(2-(dimethylamino)ethyl)-4-((5-fluoro-4-(2,2,5-trimethylmorpholino)pyrimidin-2-yl)amino)benzenesulfonamide CN(CCNS(=O)(=O)C1=CC=C(C=C1)NC1=NC=C(C(=N1)N1CC(OC[C@@H]1C)(C)C)F)C